CC[C@H]1CC[C@H]2[C@@H]3CC=C4CCCC[C@]4(C)[C@H]3CC[C@]12C pregna-5-en